F[P-](F)(F)(F)(F)F.C(#N)[BH3-].[Na+] sodium cyanoborohydride hexafluorophosphate